(R)-[4-chloro-2-(hydroxymethyl)phenyl]-[(3aR,4R,6R,6aR)-2,2-dimethyl-4-(4-methylpyrrolo[2,3-d]pyrimidin-7-yl)-3a,4,6,6a-tetrahydrofuro[3,4-d][1,3]dioxol-6-yl]methanol ClC1=CC(=C(C=C1)[C@@H](O)[C@H]1O[C@H]([C@H]2[C@@H]1OC(O2)(C)C)N2C=CC1=C2N=CN=C1C)CO